3-((tert-butoxycarbonyl)(4-methoxybenzyl)amino)pyrrolidine-1-carboxylic acid tert-butyl ester C(C)(C)(C)OC(=O)N1CC(CC1)N(CC1=CC=C(C=C1)OC)C(=O)OC(C)(C)C